(S)-1-(5-chloro-2-cyanophenyl)-3-(isoquinolin-4-yl)-2-oxoimidazoline-4-carbonitrile ClC=1C=CC(=C(C1)N1C(N([C@@H](C1)C#N)C1=CN=CC2=CC=CC=C12)=O)C#N